2-pyridylcyclohexylethanone N1=C(C=CC=C1)CC(=O)C1CCCCC1